OCC1(CC1)N1CC(N(CC1)C(=O)OC(C)(C)C)(C)C tert-butyl 4-(1-(hydroxymethyl) cyclopropyl)-2,2-dimethylpiperazine-1-carboxylate